N,N-Bis(methyl-d3)-2-(5-(methylthio)-1H-indol-3-yl)ethan-1-amine C(N(CCC1=CNC2=CC=C(C=C12)SC)C([2H])([2H])[2H])([2H])([2H])[2H]